N1(C(CNCC1)C(=O)OC)C(=O)OC(C)(C)C O1-tert-butyl O2-methyl piperazine-1,2-dicarboxylate